FC=1C=CC=2C3=C(NC2C1P(C)(C)=O)CCCC1=C3N=C(N=C1)N[C@@H]1CNCCC1 (S)-(10-fluoro-2-(piperidin-3-ylamino)-5,6,7,8-tetrahydropyrimido[4',5':3,4]cyclohepta[1,2-b]indol-9-yl)dimethylphosphine oxide